rel-benzyl (1r,7s)-1-(((benzyloxy) carbonyl) amino)-3-azabicyclo[5.1.0]oct-5-ene-3-carboxylate C(C1=CC=CC=C1)OC(=O)N[C@]12CN(CC=C[C@@H]2C1)C(=O)OCC1=CC=CC=C1 |o1:11,17|